(R)-N-(1-(1,1-difluoro-2,3-dihydro-1H-inden-4-yl)ethyl)-5-(1-methylcyclopropyl)-4-oxo-4,5-dihydro-1H-pyrrolo[3,2-c]pyridine-7-carboxamide FC1(CCC2=C(C=CC=C12)[C@@H](C)NC(=O)C=1C2=C(C(N(C1)C1(CC1)C)=O)C=CN2)F